tert-butyl (1S)-6-acetyl-1-((tert-butylsulfinyl)amino)-1,3-dihydrospiro[indene-2,4'-piperidine]-1'-carboxylate C(C)(=O)C1=CC=C2CC3(CCN(CC3)C(=O)OC(C)(C)C)[C@@H](C2=C1)NS(=O)C(C)(C)C